OC1=C(C#N)C=C(C=C1OC)[N+](=O)[O-] 2-hydroxy-3-methoxy-5-nitrobenzonitrile